5-benzyloxy-2-[2,6-dichloro-4-[6-(difluoromethyl)-3,5-dioxo-1,2,4-triazin-2-yl]phenoxy]-N-(1,1-dioxothietan-3-yl)pyridine-4-sulfonamide C(C1=CC=CC=C1)OC=1C(=CC(=NC1)OC1=C(C=C(C=C1Cl)N1N=C(C(NC1=O)=O)C(F)F)Cl)S(=O)(=O)NC1CS(C1)(=O)=O